C1(CC1)S(=O)(=O)NC1=C(C(=O)NC2=C(C=CC=C2)OCC)C=CC=C1 2-(cyclopropanesulfonylamino)-N-(2-ethoxyphenyl)benzamide